Cl.C(=C)C(C1=CC=CC=C1)NCCC[Si](OCCCN)(OC)OC N-(Vinylbenzyl)-2-aminoethyl-3-aminopropyltrimethoxysilan hydrochlorid